ClC=1C=C2CCNC(C2=CC1[N+](=O)[O-])=O 6-chloro-7-nitro-3,4-dihydro-2H-isoquinolin-1-one